N1=CC=C(C2=CC=CN=C12)C(=O)N1CCC2(C(C2)CNC(=O)C2=CC=3C(=CN=CC3)O2)CC1 N-[[6-(1,8-naphthyridine-4-carbonyl)-6-azaspiro[2.5]octan-2-yl]methyl]furo[2,3-c]pyridine-2-carboxamide